C(C)N[C@H](C)C1=C(C=C(C=C1)C(F)(F)F)F (R)-N-ethyl-1-(2-fluoro-4-(trifluoromethyl)phenyl)ethane-1-amine